CNC(=O)C=1C=CC2=C(OCC3N2CCN(C3)CC3=CC=C2C(N(C(NC2=C3)=O)C)=S)N1 N-methyl-3-((3-methyl-2-oxo-4-thioxo-1,2,3,4-tetrahydroquinazolin-7-yl)methyl)-1,2,3,4,4a,5-hexahydropyrazino[1,2-d]pyrido[2,3-b][1,4]oxazine-8-carboxamide